(R)-4-((4-(dimethylamino)-1-(phenylsulfanyl)butan-2-yl)amino)-3-((trifluoromethyl)sulfonyl)benzenesulfonamide CN(CC[C@H](CSC1=CC=CC=C1)NC1=C(C=C(C=C1)S(=O)(=O)N)S(=O)(=O)C(F)(F)F)C